NCCOCCOCCC(C(=O)N)CCC=CCC=CCC=CCC=CCCCCC 2-(2-(2-(2-aminoethoxy)ethoxy)ethyl)eicosa-5,8,11,14-tetraenamide